(S)-2,2,2-trifluoroethyl 2-((2-methylbutyl) ((5-(trifluoromethyl)pyridin-2-yl)methyl)amino)-2-oxoacetate C[C@H](CN(C(C(=O)OCC(F)(F)F)=O)CC1=NC=C(C=C1)C(F)(F)F)CC